C(CCC)NP1C(CCC(C1)C1=CC=CC=C1)C1=CC=CC=C1 (rac)-N-butyl-2,5-diphenylphosphinan-1-amine